COC(=O)C=1N(C(=CC1)C1=NC=C(C=C1)C(F)(F)F)C methyl-5-(5-(trifluoromethyl)pyridin-2-yl)-1H-pyrrole-2-carboxylic acid methyl ester